piperidone C1CCNC(=O)C1